COC1=CC=2N(C=C1)C(=NC2)C=2N=C(C1=C(N2)C(=CS1)C1=NC=CC=C1)O 2-(7-Methoxyimidazo[1,5-a]pyridin-3-yl)-7-(pyridin-2-yl)thieno[3,2-d]pyrimidin-4-ol